ClC1=CC=C2C(=N1)NC(=N2)N2CCC(CC2)(C)NC(OC(C)(C)C)=O tert-butyl (1-(5-chloro-3H-imidazo[4,5-b]pyridin-2-yl)-4-methylpiperidin-4-yl)carbamate